CC1=C(C(=CC=C1)C)NS(=O)(=O)C=1C=C(C=NC1)NC(=O)C1=CN=C(N1)C1=CC=CC=C1 N-(5-(N-(2,6-dimethylphenyl)sulfamoyl)pyridin-3-yl)-2-phenyl-1H-imidazole-5-carboxamide